5-fluoro-1H-indole-3-carbonitrile FC=1C=C2C(=CNC2=CC1)C#N